(S)-N-(1-(Azetidin-1-yl)-3-methylbutan-2-yl)-4-chloro-N-methylbenzamide N1(CCC1)C[C@H](C(C)C)N(C(C1=CC=C(C=C1)Cl)=O)C